CN1C(CC[C@@H](C1)NC=1N=CC2=C(N1)NC=C2C2=CC=1N(C=C2)N=CC1)=O (S)-1-methyl-5-((5-(pyrazolo[1,5-a]pyridin-5-yl)-7H-pyrrolo[2,3-d]pyrimidin-2-yl)amino)piperidin-2-one